5,11-dioxo-10-((2-(trimethylsilyl) ethoxy) methyl)-5,10,11,11a-tetrahydro-1H-pyrrolo[2,1-c][1,4]Benzodiazepine-2-yl trifluoromethanesulfonate FC(S(=O)(=O)OC=1CC2C(N(C3=C(C(N2C1)=O)C=CC=C3)COCC[Si](C)(C)C)=O)(F)F